(S)-3-(3-(1-aminoethyl)benzyl)-5-methyl-7-(methylsulfonyl)-3,5,6,7,8,9-hexahydro-4H-pyrido[4',3':4,5]pyrrolo[2,3-d]pyridazin-4-one N[C@@H](C)C=1C=C(CN2N=CC3=C(C2=O)N(C2=C3CCN(C2)S(=O)(=O)C)C)C=CC1